ClCCC[Si](OC)(OC)OC (3-chloropropyl)trimethoxysilane